8-(2-azabicyclo[2.1.1]hexan-2-yl)-N-((R)-sec-butyl)-7-(1-(1-ethoxyethyl)-1H-pyrazol-4-yl)-[1,2,4]triazolo[1,5-c]pyrimidin-2-amine C12N(CC(C1)C2)C=2C=1N(C=NC2C=2C=NN(C2)C(C)OCC)N=C(N1)N[C@H](C)CC